FC=1C=C(C=CC1)NC(C1=CC(=C(C=C1)N1C(SCC1=O)C1=CC=C(C=C1)F)C)=O N-(3-Fluorophenyl)-4-[2-(4-fluorophenyl)-4-oxo-1,3-thiazolidin-3-yl]-3-methylbenzamide